(S)-4-(4-(6-(chloromethyl)-1,2,3,4-tetrahydronaphthalene-1-yl)piperazin-1-yl)-3-fluorobenzonitrile ClCC=1C=C2CCC[C@@H](C2=CC1)N1CCN(CC1)C1=C(C=C(C#N)C=C1)F